methyl 5-bromo-2-(2-((tetrahydro-2H-pyran-2-yl)oxy)ethoxy)benzoate BrC=1C=CC(=C(C(=O)OC)C1)OCCOC1OCCCC1